COC(=O)N1C(CC(CC1)(CO)CC1=C(C(=C(C=C1)Br)C(=O)OC)F)C(C)(C)C tert-Butyl-4-(4-bromo-2-fluoro-3-(methoxycarbonyl)benzyl)-4-(hydroxymethyl)piperidine-1-carboxylic acid methyl ester